ClN(S(=O)(=O)C1=CC=CC=C1)Cl di-chlorophenyl-sulfonamide